4-((4-(2-Isopropyloxazol-4-yl)pyridin-2-yl)((4-(4-methoxy-3-methylphenyl)bicyclo[2.2.2]octan-1-yl)methyl)carbamoyl)(trans-cyclohexyl) 3-(methylsulfonyl)azetidine-1-carboxylate CS(=O)(=O)C1CN(C1)C(=O)O[C@@H]1CC[C@H](CC1)C(N(CC12CCC(CC1)(CC2)C2=CC(=C(C=C2)OC)C)C2=NC=CC(=C2)C=2N=C(OC2)C(C)C)=O